ClC=1C(N(C=CC1OC([2H])([2H])C1=NC=C(C=C1F)F)C1=CC(=NC(=C1C)C)N1N=C(C=C1)C(C)(C)O)=O (R)-3-chloro-4-((3,5-difluoropyridin-2-yl)methoxy-d2)-2'-(3-(2-hydroxypropan-2-yl)-1H-pyrazol-1-yl)-5',6'-dimethyl-2H-[1,4'-bipyridin]-2-one